2-propan-2-ylpyrazol CC(C)N1N=CC=C1